C(C1=CC=CC=C1)(=O)OCCCCCC1=CC=NC(=C1C(=O)OC(C)(C)C)C=O tert-butyl 4-(5-(benzoyloxy) pentyl)-2-formylnicotinate